C(C)NS(=O)(=O)C=1C=C(C=CC1)C1=NN(C=2C[C@@H](CCC12)C(=O)NC1(CS(C1)(=O)=O)C)C(C)C (R)-3-(3-(N-ethylsulfamoyl)phenyl)-1-isopropyl-N-(3-methyl-1,1-dioxidothietan-3-yl)-4,5,6,7-tetrahydro-1H-indazole-6-carboxamide